ClC1=CC=C2C(=CNC2=C1)\C=C\1/NC(N(C1=O)C(COP(O)(O)=O)C1=CC=C(C=C1)C#N)=O 2-[(4Z)-4-[(6-chloro-1H-indol-3-yl)methylene]-2,5-dioxoimidazolidin-1-yl]-2-(4-cyanophenyl)ethoxyphosphonic acid